NC1=CC=C(C=C1)N1CCC(CC1)CO (1-(4-aminophenyl)piperidin-4-yl)methanol